[dimethylamino-(2,5-dioxopyrrolidin-1-yl)oxy-methylene]-dimethyl-ammonium CN(C)C(ON1C(CCC1=O)=O)=[N+](C)C